CC1=C(OC2CN(C2)C=2C=NC=C(C(=O)N)C2)C=C(C=C1)C(NC=1C=NC=C(C1)C(F)(F)F)=O 5-(3-(2-methyl-5-((5-(trifluoromethyl)pyridin-3-yl)carbamoyl)phenoxy)azetidin-1-yl)nicotinamide